C1=CC(=C(C(=C1)O)O)C=O dihydroxybenzaldehyde